(2-trifluoromethyl-benzyl)-amine FC(C1=C(CN)C=CC=C1)(F)F